(S)-8-(2-amino-6-((R)-2,2,2-trifluoro-1-(4-(6-methylpyridin-3-yl)phenyl)ethoxy)pyrimidin-4-yl)-2,8-diazaspiro[4.5]decane-3-carboxylic acid NC1=NC(=CC(=N1)N1CCC2(C[C@H](NC2)C(=O)O)CC1)O[C@@H](C(F)(F)F)C1=CC=C(C=C1)C=1C=NC(=CC1)C